CS(=O)(=O)C1=CC(=C(C=C1)C=1C=CC=C2C=NC(=NC12)NC=1C=CC(=C2CCOC21)C(=O)N)OC 7-{[8-(4-Methylsulfonyl-2-methoxyphenyl)quinazolin-2-yl]amino}-2,3-dihydro-1-benzofuran-4-carboxamide